N1CCC(CC1)N piperidin-4-amine